ClC=1C(=NC=C(C#N)C1)OCC12CC(C1)(C2)C(=O)N2N=CCC2C2=CC(=CC(=C2)F)F 5-chloro-6-((3-(5-(3,5-difluorophenyl)-4,5-dihydro-1H-pyrazole-1-carbonyl)-bicyclo[1.1.1]pentan-1-yl)-methoxy)nicotinonitrile